ethyl 1-(3-((tert-butoxycarbonyl)amino)propyl)-5-(methylsulfonamido)-1H-pyrazole-4-carboxylate C(C)(C)(C)OC(=O)NCCCN1N=CC(=C1NS(=O)(=O)C)C(=O)OCC